(2S,3S,4S,5R)-N-(4-carbamoyl-2-methoxyphenyl)-4-(3-chloro-2-fluorophenyl)-6'-ethyl-2-neopentyl-1',2'-dihydrospiro[pyrrolidine-3,3'-pyrrolo[3,2-c]pyridine]-5-carboxamide C(N)(=O)C1=CC(=C(C=C1)NC(=O)[C@H]1[C@@H]([C@]2(CNC3=C2C=NC(=C3)CC)[C@@H](N1)CC(C)(C)C)C1=C(C(=CC=C1)Cl)F)OC